CN1N=NC2=C1C=CC(=C2C)[C@H](CC(=O)O)C=2C=C(C1=C(C=CS1)C2)CN2C[C@H](OC1=C(C2)N=C(C=C1)O)CC (3R)-3-(1,4-Dimethyl-1H-benzotriazol-5-yl)-3-(7-{[(2R)-2-ethyl-7-hydroxy-2,3-dihydropyrido[2,3-f][1,4]oxazepin-4(5H)-yl]methyl}-1-benzothiophen-5-yl)propanoic acid